CCCCOC(=O)[C@@H](C)OC1=CC=C(C=C1)OC2=NC=C(C=C2)C(F)(F)F The molecule is a butyl 2-(4-{[5-(trifluoromethyl)pyridin-2-yl]oxy}phenoxy)propanoate that has R configutation. The active enantiomer of the herbicide fluazifop-butyl, it is used as a post-emergence herbicide for the control grass weeds in various broad-leaved crops. It has a role as an agrochemical, a herbicide and an EC 6.4.1.2 (acetyl-CoA carboxylase) inhibitor. It derives from a fluazifop-P. It is an enantiomer of a (S)-fluazifop-butyl.